2-((5-chloro-1-cyclopropyl-1H-pyrazol-4-yl)amino)-6-methylquinazolin ClC1=C(C=NN1C1CC1)NC1=NC2=CC=C(C=C2C=N1)C